CC(CC)=[N-] N-(1-methylpropylidene)amide